NCC1CC(CC(C1)CN)CN 1,3,5-tris-(aminomethyl)-cyclohexane